lanthanum-cerium oxide [O-2].[Ce+3].[La+3].[O-2].[O-2]